FC1(CN(CCC1)C1=NC(=CC(=C1)C=1C=NN(C1)C1=C(C=C(N)C=C1)N1CCC2(CC2)CC1)C)F 4-(4-(2-(3,3-difluoropiperidin-1-yl)-6-methylpyridin-4-yl)-1H-pyrazol-1-yl)-3-(6-azaspiro[2.5]oct-6-yl)aniline